2-(4-(2-(4-chloro-2-fluorophenyl)-2-methylbenzo[d][1,3]dioxol-4-yl)benzyl)-1-(((S)-oxetan-2-yl)methyl)-1H-benzo[d]imidazole-6-carboxylic acid ClC1=CC(=C(C=C1)C1(OC2=C(O1)C=CC=C2C2=CC=C(CC1=NC3=C(N1C[C@H]1OCC1)C=C(C=C3)C(=O)O)C=C2)C)F